N1=NC=C(C=C1)C1=NN2C(N=C(C=C2N2CCOCC2)N2N=C(C=C2)C=2C=C(C=CC2)C)=N1 4-(2-(pyridazin-4-yl)-5-(3-(m-tolyl)-1H-pyrazol-1-yl)-[1,2,4]triazolo[1,5-a]pyrimidin-7-yl)morpholine